Cl.C1=CC=CC=2C3=CC=CC=C3C(C12)COC(=O)N[C@@H](C(C)C)C(=O)N[C@@H](CCCNC(N)=O)C(=O)NC1=CC=C(C=C1)COC(N(CCNC)C)=O N-[(9H-fluoren-9-ylmethoxy)carbonyl]-L-valyl-N5-carbamoyl-N-{4-[({methyl[2-(methylamino)ethyl]carbamoyl}oxy)methyl]phenyl}-L-ornithinamide hydrochloride